[Ir](=O)=O Iridium-Dioxid